butyl-1,3-diisopropylisourea C(CCC)N(C(O)=NC(C)C)C(C)C